[4-[6-(3-fluorophenyl)imidazo[1,2-b]pyridazin-3-yl]phenyl]methanol FC=1C=C(C=CC1)C=1C=CC=2N(N1)C(=CN2)C2=CC=C(C=C2)CO